C(C)(C)(C)OC(=O)N1[C@@H](C[C@H](C1)O)C(=O)O (2S,4R)-1-(t-butoxycarbonyl)-2-carboxy-4-hydroxypyrrolidine